FC=1C=C(C=CC1)C1(CCOCC1)CNC1=CC(=NC=2N1N=C(C2C)C)C N-[[4-(3-fluorophenyl)tetrahydro-2H-pyran-4-yl]methyl]-2,3,5-trimethyl-pyrazolo[1,5-a]pyrimidin-7-amine